BrC=1C=NN2C1N=C(N=C2NCC2=NC1=C(N2)C=CC(=C1)F)S(=O)(=O)C 8-bromo-N-[(5-fluoro-1H-benzimidazol-2-yl)methyl]-2-(methanesulfonyl)pyrazolo[1,5-a][1,3,5]triazin-4-amine